tert-butyl (2R)-2-methyl-4-[[4-(morpholin-4-yl)-2-(trifluoromethyl)phenyl]methyl]piperazine-1-carboxylate C[C@H]1N(CCN(C1)CC1=C(C=C(C=C1)N1CCOCC1)C(F)(F)F)C(=O)OC(C)(C)C